(RS)-α-amino-3-hydroxy-5-methyl-4-isoxazolepropionic acid hydrobromide Br.N[C@@H](C(=O)O)CC=1C(=NOC1C)O |r|